ClC1=CC(=C(C=C1)C1(OC2=C(O1)C=CC=C2C2CCN(CC2)CC2=NC1=C(N2CC2=CN=NN2CC)C=CC=C1)C)F 2-({4-[2-(4-Chloro-2-fluorophenyl)-2-methyl-1,3-benzodioxol-4-yl]piperidin-1-yl}methyl)-1-[(1-ethyl-1H-1,2,3-triazol-5-yl)methyl]-1H-benzimidazol